N=1C(=NN2C1CCCC2)N 5,6,7,8-Tetrahydro-[1,2,4]triazolo[1,5-a]pyridin-2-amine